C(C)(C)N1N=C(OC1=O)CC1=C(C=C(C=C1C)N1N=C(C(NC1=O)=O)C#N)C 2-(4-((4-isopropyl-5-oxo-4,5-dihydro-1,3,4-oxadiazol-2-yl)methyl)-3,5-dimethylphenyl)-3,5-dioxo-2,3,4,5-tetrahydro-1,2,4-triazine-6-carbonitrile